C(C1=CC=CC=C1)=C(C=O)CCCCCC 2-Benzylideneoctanal